N-[5-(2,5-dichlorophenyl)-1-trityl-1H-indazol-3-yl]-1-methylpiperidine-4-carboxamide ClC1=C(C=C(C=C1)Cl)C=1C=C2C(=NN(C2=CC1)C(C1=CC=CC=C1)(C1=CC=CC=C1)C1=CC=CC=C1)NC(=O)C1CCN(CC1)C